(R)-N-(4-((7-cyano-1-methyl-2-((4-(1-methylpyrrolidin-2-yl)-3-(trifluoromethyl)phenyl)amino)-1H-imidazo[4,5-b]pyridin-6-yl)oxy)pyridin-2-yl)acetamide C(#N)C1=C2C(=NC=C1OC1=CC(=NC=C1)NC(C)=O)N=C(N2C)NC2=CC(=C(C=C2)[C@@H]2N(CCC2)C)C(F)(F)F